2-benzyl-2-dimethylamino-1-(4-morpholin-4-yl-phenyl)-butan-1-one C(C1=CC=CC=C1)C(C(=O)C1=CC=C(C=C1)N1CCOCC1)(CC)N(C)C